FC(CCN1N=CC(=C1)C=1OC2=C(C=C(C=C2C(C1C)=O)C)[C@@H](C)O)F 2-[1-(3,3-Difluoropropyl)pyrazol-4-yl]-8-[(1R)-1-hydroxyethyl]-3,6-dimethyl-chromen-4-one